1-(4-(quinoxalin-2-yloxy)phenyl)-3-(p-tolyl)chalcone ethyl-(2R,4S)-5-([1,1'-biphenyl]-4-yl)-4-((tert-butoxycarbonyl)amino)-2-methylpentanoate C(C)OC([C@@H](C[C@@H](CC1=CC=C(C=C1)C1=CC=CC=C1)NC(=O)OC(C)(C)C)C)=O.N1=C(C=NC2=CC=CC=C12)OC1=CC=C(C=C1)C1(CC(=CC=C1)C1=CC=C(C=C1)C)\C=C\C(=O)C1=CC=CC=C1